2-((1-(6-Methyl-2-(2-methyl-1-oxo-1,2-dihydro-phthalazin-6-yl)-4-oxo-4H-chromen-8-yl)ethyl)amino)benzoic acid CC=1C=C2C(C=C(OC2=C(C1)C(C)NC1=C(C(=O)O)C=CC=C1)C=1C=C2C=NN(C(C2=CC1)=O)C)=O